BrC=1C=C(C=CC1OC)/C=C/C(=O)C1=CC=C(OCCCC(=O)O)C=C1 4-[4-[(E)-3-(3-Bromo-4-methoxyphenyl)prop-2-enoyl]phenoxy]butanoic acid